5-{2-[4-(1,2-Benzisoxazol-3-yl)piperidin-1-yl]ethyl}-2,3-dimethyl-2,5,6,7-tetrahydro-4H-pyrazolo[4,3-c]pyridin-4-one O1N=C(C2=C1C=CC=C2)C2CCN(CC2)CCN2C(C=1C(CC2)=NN(C1C)C)=O